1-{4-[4-({[6-(trifluoromethyl)pyridin-2-yl]methyl}carbamoyl)-1H-1,2,3-triazol-1-yl]butyl}-N-{[5-(trifluoromethyl)pyridin-3-yl]methyl}-1H-1,2,3-triazole-4-carboxamide FC(C1=CC=CC(=N1)CNC(=O)C=1N=NN(C1)CCCCN1N=NC(=C1)C(=O)NCC=1C=NC=C(C1)C(F)(F)F)(F)F